FC(C1=NC2=CC=CC=C2C=N1)F 2-(difluoromethyl)quinazolin